O[C@@H]1C2=CC=CC=C2C=2C=CC=CC2[C@H]1O (trans)-9,10-dihydroxy-9,10-dihydrophenanthrene